N[C@@H]1CN(C[C@@H](C1)C)C1=C2C(=NC=C1C=1C(=NC(=C(C1)F)C1=C(C=C(C=C1F)COC)F)C(=O)N)C(CC2)O {4-[(3S,5R)-3-amino-5-methylpiperidin-1-yl]-7-hydroxy-6,7-dihydro-5H-cyclopenta[b]pyridin-3-yl}-6-[2,6-difluoro-4-(methoxymethyl)phenyl]-5-fluoropyridine-2-carboxamide